[1-(2-fluoro-4-mesylphenyl)-4-piperidyl](4-methoxy-3-pyridyl)amine FC1=C(C=CC(=C1)S(=O)(=O)C)N1CCC(CC1)NC=1C=NC=CC1OC